tert-Butyl 2-[1-[6-methyl-2-(2-methylpyrazolo[3,4-b]pyridin-6-yl)-4-oxo-chromen-8-yl]ethylamino]benzoate CC=1C=C2C(C=C(OC2=C(C1)C(C)NC1=C(C(=O)OC(C)(C)C)C=CC=C1)C=1C=CC=2C(N1)=NN(C2)C)=O